ClC1=C(OC2=NC=C(C(=C2)S(=O)(=O)NCC)O)C(=CC(=C1)N1N=C(C(NC1=O)=O)C(F)F)Cl 2-(2,6-dichloro-4-(6-(difluoromethyl)-3,5-dioxo-4,5-dihydro-1,2,4-triazin-2(3H)-yl)phenoxy)-N-ethyl-5-hydroxypyridine-4-sulfonamide